tert-butyl (1-(5-(6-chloro-4-(methylamino)pyridin-3-yl)-1,3,4-thiadiazol-2-yl)cyclopropyl)carbamate ClC1=CC(=C(C=N1)C1=NN=C(S1)C1(CC1)NC(OC(C)(C)C)=O)NC